1H-INDAZOLE-5-BORONIC ACID HYDROCHLORIDE Cl.N1N=CC2=CC(=CC=C12)B(O)O